FC(C(=O)O)(F)F.N[C@H](C(=O)O[C@H](C(=O)N(C)C)C)CC1=CC(=CC=C1)S(=O)(=O)N1CC(C1)(C1=CC=CC=C1)OC1=CC(=CC=C1)F (2S)-1-(Dimethylamino)-1-oxopropan-2-yl (2S)-2-amino-3-{3-[3-(3-fluorophenoxy)-3-phenylazetidin-1-sulfonyl]phenyl}propanoate monotrifluoroacetate